di-(benzhydryl)methylene(cyclopentadienyl)(2,7-diphenyl-3,6-di-tert-butylfluorenyl)zirconium dichloride [Cl-].[Cl-].C(C1=CC=CC=C1)(C1=CC=CC=C1)C(=[Zr+2](C1=C(C(=CC=2C3=CC(=C(C=C3CC12)C1=CC=CC=C1)C(C)(C)C)C(C)(C)C)C1=CC=CC=C1)C1C=CC=C1)C(C1=CC=CC=C1)C1=CC=CC=C1